O1C=CC2=C1C=C(C=C2)N(C(C(=O)NC2CCCCC2)C=2C=NC=CC2)C(CCl)=O 2-[Benzofuran-6-yl-(2-chloroacetyl)amino]-N-cyclohexyl-2-(3-pyridyl)acetamide